COC(C(=O)NC1=C(C=C(C=C1F)[N+](=O)[O-])F)=O.NC1=C(C(=CC(=C1)F)F)C(C)=O (2-amino-4,6-difluorophenyl)ethanone methyl-2-((2,6-difluoro-4-nitrophenyl)amino)-2-oxoacetate